oxaboroxine O1BOCC=C1